C(C)(C)(C)OOC(=O)CCCCCCC(=O)OOC(C)(C)C 1,6-di(t-butylperoxycarbonyl)hexane